5-chloro-2',6'-dimethyl-[1,1'-biphenyl]-2-amine ClC1=CC=C(C(=C1)C1=C(C=CC=C1C)C)N